ClCC(=O)NC1(CCN(CC1)C(=O)OCC1=CC=CC=C1)C1=C(C=C(C=C1)Cl)F benzyl 4-[(2-chloroacetyl)amino]-4-(4-chloro-2-fluoro-phenyl)piperidine-1-carboxylate